CN1CCN(CC1)C1=CC=C(N=N1)OC=1C=CC=2N(C1)N=CC2 6-[6-(4-methylpiperazin-1-yl)pyridazin-3-yl]oxypyrazolo[1,5-a]pyridine